2-(2-methoxy-3-pyridyl)acetonitrile COC1=NC=CC=C1CC#N